N,N-dimethyl-4-acetoxy-indole-3-yl-glyoxylamide CN(C(C(=O)C1=CNC2=CC=CC(=C12)OC(C)=O)=O)C